CN1N=CC(=C1)C1=NN2C(N=CC=C2)=C1C(=O)N 1-methyl-1H-pyrazol-4-yl-pyrazolo[1,5-a]pyrimidine-3-carboxamide